FC1=CC=C(C=C1)[C@@H]1N(CCC2=CC=CC=C12)C(=O)OC1CNCCC1 (1S)-piperidin-3-yl 1-(4-fluorophenyl)-3,4-dihydroisoquinoline-2(1H)-carboxylate